C(CCCCCCC\C=C/C\C=C/C\C=C/CC)(=O)OCC(COC(NC1CN(C1)CCF)=O)COC(CCCCCCC\C=C/C\C=C/CCCCC)=O 3-(((1-(2-fluoroethyl)azetidin-3-yl)carbamoyl)oxy)-2-((((9Z,12Z)-octadeca-9,12-dienoyl)oxy)methyl)propyl (9Z,12Z,15Z)-octadeca-9,12,15-trienoate